(2S)-methyl 2-(6-(4-chloro-1H-indole-2-carbonyl)-6-azaspiro[3.4]octane-7-carboxamido)-3-((S)-2-oxopiperidin-3-yl)propanoate ClC1=C2C=C(NC2=CC=C1)C(=O)N1CC2(CCC2)CC1C(=O)N[C@H](C(=O)OC)C[C@H]1C(NCCC1)=O